N1CCC(CC1)NC(=O)N1CCN(C2=CC=CC=C12)CC1=NC=CC=C1 N-(Piperidin-4-yl)-4-(pyridin-2-ylmethyl)-3,4-dihydroquinoxaline-1(2H)-carboxamide